ClC1=NC=C(C(=N1)NCCCC)C(=O)N 2-chloro-4-n-butylaminopyrimidin-5-carboxamide